ClC=1C=C(C=CC1)[C@@H](CO)NC(=O)C=1N=CN(C1)C1=NC(=NC=C1C)NC1CCOCC1 (S)-N-(1-(3-chlorophenyl)-2-hydroxyethyl)-1-(5-methyl-2-((tetrahydro-2H-pyran-4-yl)amino)-pyrimidin-4-yl)-1H-imidazole-4-amide